CN1C=2C=CC(=NC2C(=CC1=O)N1CCC(CC1)OC1=CC=C(C=C1)CCC)C#N 5-Methyl-6-oxo-8-(4-(4-propylphenoxy)piperidin-1-yl)-5,6-dihydro-1,5-naphthyridin-2-carbonitril